C(C)N(CC)C[C@@H]1[C@@H]([C@@H]2CN(CCCCN12)C(=O)NC1=CC=C(C=C1)OC)C1=CC=C(C=C1)C#CC1=CC=CC=C1 (8R,9S,10S)-10-((diethylamino)methyl)-N-(4-methoxyphenyl)-9-(4-(phenylethynyl)phenyl)-1,6-diazabicyclo[6.2.0]decane-6-carboxamide